COC1=CC=C(C=C1)C1=CC=CC=C1 4'-(methoxy)biphenyl